2,5-dimethoxy-4-bromophenethyl-amine COC1=C(CCN)C=C(C(=C1)Br)OC